C(C)N1N=CC=C1C(=O)N[C@H](C=1N=C2N(N=C(C=C2)CC2(C(N[C@@H](C2)C)=O)C(=O)OC)C1)C1CCC(CC1)C methyl (5R)-3-((2-((S)-(1-ethyl-1H-pyrazole-5-carboxamido)((1r,4S)-4-methylcyclohexyl)methyl)imidazo[1,2-b]pyridazin-6-yl)methyl)-5-methyl-2-oxopyrrolidine-3-carboxylate